C(C1=CC=CC=C1)(=O)C=1C=C(O[C@@H]2CN(CC2)CC(=O)N2[C@@H](CCC2)C#N)C=CC1 (S)-1-(2-((S)-3-(3-Benzoylphenoxy)pyrrolidin-1-yl)acetyl)pyrrolidin-2-carbonitril